6-(3-cyanopyrrolo[1,2-b]pyridazin-7-yl)-N-((R)-2-fluoro-3-hydroxy-3-methylbutyl)-4-(((1r,4R)-4-(5-methyl-1,3,4-oxadiazol-2-yl)cyclohexyl)amino)nicotinamide C(#N)C1=CC=2N(N=C1)C(=CC2)C2=NC=C(C(=O)NC[C@H](C(C)(C)O)F)C(=C2)NC2CCC(CC2)C=2OC(=NN2)C